FC=1C=C(C=CC1OC1=NC=CC(=N1)C)C1=CN(C=2N=CN=CC21)C 5-(3-fluoro-4-((4-methylpyrimidin-2-yl)oxy)phenyl)-7-methyl-7H-pyrrolo[2,3-d]pyrimidine